O=C1NC(CCC1N1C(C2=CC=C(C=C2C1=O)CN1CCC(CC1)C1=CNC2=CC(=CC=C12)F)=O)=O 2-(2,6-dioxopiperidin-3-yl)-5-((4-(6-fluoro-1H-indol-3-yl)piperidin-1-yl)methyl)isoindoline-1,3-dione